ClC=1C(=NC=C(C1[C@H](C)O)Cl)C (S)-1-(3,5-dichloro-2-methyl-4-pyridinyl)ethanol